[Ag].[Sr] strontium-silver